tetraoxane C1OOCOO1